[2-(3-chlorophenyl)ethynyl]-5,6,7,8-tetrahydroimidazo[1,2-a]pyrazine ClC=1C=C(C=CC1)C#CC=1N=C2N(CCNC2)C1